BrC=1C=C(C=CC1)C1=C2C(=NC(=NC2=CC(=C1Cl)Cl)Cl)NC (3-bromophenyl)-2,6,7-trichloro-N-methylquinazolin-4-amine